NC(=N)NC(=N)N.[V] Vanadium biguanid